4,5-dimethylisoindole CC=1C2=CNC=C2C=CC1C